tristearyl trisphosphate P(=O)(OCCCCCCCCCCCCCCCCCC)([O-])[O-].P(=O)(OCCCCCCCCCCCCCCCCCC)([O-])[O-].P(=O)(OCCCCCCCCCCCCCCCCCC)([O-])[O-]